(3S,4S)-1-(6-aminopyridin-3-yl)-3-fluoropiperidin-4-ol NC1=CC=C(C=N1)N1C[C@@H]([C@H](CC1)O)F